FC1OC1 Fluorooxiran